FC1(CC(C1)NC1=NC(=NC=C1C(=O)N)NC1CCC(CC1)O)F 4-(3,3-difluorocyclobutylamino)-2-((1r,4r)-4-hydroxycyclohexylamino)pyrimidine-5-carboxamide